FC(C1=CC=C(OC2=C(N=NN2)C(=O)O)C=C1)(F)F 5-(4-(trifluoromethyl)phenoxy)-1H-1,2,3-triazole-4-carboxylic acid